di-n-butyl 2,3-dicyclopentyl-2-cyanosuccinate C1(CCCC1)C(C(=O)OCCCC)(C(C(=O)OCCCC)C1CCCC1)C#N